C(C)C(CC)(CC)C(C(C(C(=O)[O-])(C(CC)(CC)CC)C(CC)(CC)CC)(O)C(=O)[O-])C(=O)[O-] Tri(3-ethyl-3-pentyl)citrat